BrC1=C(C(=C(C(=C1)F)C)[N+](=O)[O-])C 1-bromo-5-fluoro-2,4-dimethyl-3-nitro-benzene